4-chloro-2,3,5,6-tetrafluorophenylphosphoric acid ClC1=C(C(=C(C(=C1F)F)OP(O)(O)=O)F)F